BrC1=CSC=2NC(=CC21)C#N 3-bromo-thieno[2,3-b]pyrrole-5-carbonitrile